CC1=C(C(=CC(=C1)C)C)S(=O)(=O)[O-].N[N+]1=C(C=C(C(=C1)OC)C(=O)OC)N 1,2-diamino-5-methoxy-4-(methoxycarbonyl)pyridin-1-ium 2,4,6-trimethylbenzenesulfonate